bis(1,2,2,6,6-pentamethyl-4-piperidyl)[[3,5-bis(1,1-dimethylethyl)-4-hydroxyphenyl] methyl] butylmalonate C(CCC)C(C(=O)OC(C1=CC(=C(C(=C1)C(C)(C)C)O)C(C)(C)C)(C1CC(N(C(C1)(C)C)C)(C)C)C1CC(N(C(C1)(C)C)C)(C)C)C(=O)[O-]